O[C@@H](CCC(=O)N)CO ((S)-2,3-dihydroxypropyl)acetamide